2-Methyl-propane-2-sulfonic acid {2-[6-amino-8-(6-ethynyl-benzo[1,3]dioxol-5-ylsulfanyl)-purin-9-yl]-ethyl}-amide NC1=C2N=C(N(C2=NC=N1)CCNS(=O)(=O)C(C)(C)C)SC1=CC2=C(OCO2)C=C1C#C